FC(C(=O)O)(F)F.C(=O)C=1C=NC(=NC1)C1=C2CCN(C2=CC=C1)C=1C=C(C=2N(N1)C(=CN2)C(=O)N[C@H]2[C@@H](CC2)OC)NC 6-(4-(5-formylpyrimidin-2-yl)indolin-1-yl)-N-((1R,2R)-2-methoxycyclobutyl)-8-(methylamino)imidazo[1,2-b]pyridazine-3-carboxamide trifluoroacetate